methyl 2-chlorosulfonylacetate ClS(=O)(=O)CC(=O)OC